C1=CC=CC=2C3=CC=CC=C3C(C12)(C=1C=C2C=CC(=CC2=CC1)C(=O)O)C=1C=C2C=CC(=CC2=CC1)C(=O)O 6,6'-(9H-fluoren-9-ylidene)bis-2-naphthoic acid